CC1=C(C2=C(C=3N=CC=NC13)CNC2)C 5,6-Dimethyl-8,9-dihydro-7H-pyrrolo[4,3-f]quinoxaline